C(C)OC(C[C@H](NC(=O)NC=1C(N(C=CC1O)C)=O)C1=CC=C(C=C1)C1=C(C=C(C=C1)F)F)=O (S)-3-(2',4'-difluorobiphenyl-4-yl)-3-(3-(4-hydroxy-1-methyl-2-oxo-1,2-dihydropyridin-3-yl)ureido)propanoic acid ethyl ester